ClC1C(=CC2=C(N(C1=O)CC1=CC(=C(C=C1)C)F)C=C(C=C2)OCCN2CCOCC2)C2=CN=CO2 chloro-1-(3-fluoro-4-methylbenzyl)-8-(2-morpholinoethoxy)-4-(oxazol-5-yl)-1,3-dihydro-2H-benzo[b]azepin-2-one